trans-N-(4-chloro-3-((1S,2R)-2-cyanocyclobutyl)phenyl)-3-(trifluoromethyl)-6-azabicyclo[3.1.1]heptane-6-carboxamide ClC1=C(C=C(C=C1)NC(=O)N1C2CC(CC1C2)C(F)(F)F)[C@@H]2[C@@H](CC2)C#N